6-Methyl-N-[1-(methylamino)ethenyl]-1,1-dioxo-1,2,6-thiadiazine-2-sulfonamide CN1C=CCN(S1(=O)=O)S(=O)(=O)NC(=C)NC